BrC1=C(C(=CC=C1)\C=C\[N+](=O)[O-])F (E)-1-bromo-2-fluoro-3-(2-nitrovinyl)benzene